FC(C1=CC=C(C=C1)CNC(=O)N1[C@H](CCC1)C(=O)O)(F)F 1-({[4-(trifluoromethyl)phenyl]methyl}carbamoyl)-D-proline